COC1=CC=C(C=C1)C1=NN(C(C=C1)=O)CC(=O)NCCC1=CC=CC=C1 2-(3-(4-methoxyphenyl)-6-oxopyridazin-1(6H)-yl)-N-phenethyl-acetamide